(1-(3-(dimethylamino)propyl)-2,3-dimethyl-1,5,6,7,8,9-hexahydrocyclohepta[b]pyrrolo[3,2-e]pyridin-4-yl)acetamide CN(CCCN1C(=C(C=2C(=C3C(=NC21)CCCCC3)CC(=O)N)C)C)C